FC1(CCN(CC1)C(C=C(C#N)C(=O)N1[C@H](CCCC1)CO)(C)C)F (R)-4-(4,4-difluoropiperidin-1-yl)-2-(2-(hydroxymethyl)piperidine-1-carbonyl)-4-methylpent-2-enenitrile